4-[1-(Oxacyclohexan-2-yl)-3-(1,2,3,4-tetrahydro-1,5-naphthyridin-1-yl)-1H-pyrazolo[3,4-b]Pyrazin-6-yl]-1',3'-dihydrospiro[cyclohexane-1,2'-indene] O1C(CCCC1)N1N=C(C=2C1=NC(=CN2)C2CCC1(CC3=CC=CC=C3C1)CC2)N2CCCC1=NC=CC=C21